NC(C#CC1=CC(=NC(=N1)Cl)C=1C=CC=2C=3C=4NC[C@H](NC(C4SC3C=CC2N1)=O)C)(C)C (15R)-5-[6-(3-amino-3-methyl-but-1-ynyl)-2-chloro-pyrimidin-4-yl]-15-methyl-11-thia-6,14,17-triazatetracyclo[8.8.0.0^2,7.0^12,18]octadeca-1(10),2(7),3,5,8,12(18)-hexaen-13-one